3-(5-(((1R,2S)-2-((4,4-difluorocyclohexyl)(methyl)amino)cyclohexyl)methyl)-1-oxoisoindolin-2-yl)piperidine-2,6-dione FC1(CCC(CC1)N([C@@H]1[C@H](CCCC1)CC=1C=C2CN(C(C2=CC1)=O)C1C(NC(CC1)=O)=O)C)F